O=C(/C=C/C(=O)N[C@@H](CC1=CC=C(C=C1)C)OB(O)O)NC1=CC=CC=C1 (R,E)-(1-(4-oxo-4-(phenylamino)but-2-enamido)-2-(p-tolyl)ethyl)boric acid